3,7-bis(3-oxetanyl)-5-oxanonane O1CC(C1)C(CC)COCC(CC)C1COC1